C1OC[C@H]2CN(CC[C@H]21)C(=O)C2=CC=C(C=C2)C2=NOC(=C2)C2=NNC1=CC(=C(C=C21)F)OCCOC 3-(3-{4-[(cis)-Octahydrofuro[3,4-c]pyridin-5-carbonyl]phenyl}-1,2-oxazol-5-yl)-5-fluoro-6-(2-methoxyethoxy)-1H-indazol